ClC=1C=C2C(=CC(=NC2=CC1)C(F)(F)F)N[C@@H]1C[C@@H](CCC1)NC(=O)C=1C(=NN(C1)CC(C)(C)F)C#N N-[(1r,3s)-3-[[6-chloro-2-(trifluoromethyl)-4-quinolinyl]amino]cyclohexyl]-3-cyano-1-(2-fluoro-2-methylpropyl)pyrazole-4-carboxamide